[Na].CN(C)C[C@]1(CN(CC1)C=1N=NC(=C2C1N=CC=C2)C2=C(C=C(C=C2)C(F)(F)F)O)O (R)-3-((dimethylamino)methyl)-1-(5-(2-hydroxy-4-(trifluoromethyl)phenyl)pyrido-[2,3-d]pyridazin-8-yl)pyrrolidin-3-ol Sodium